ClC=1C=C(C=CC1Cl)CN(C(C)=O)C(C)C N-[(3,4-dichlorophenyl)methyl]-N-propan-2-ylacetamid